1-[(1-ethyl-1H-pyrazol-4-yl)methyl]-4,5-dimethyl-3-{6-[(2R)-2-methylmorpholin-4-yl]pyridin-2-yl}-1,3-dihydro-2H-imidazol-2-one C(C)N1N=CC(=C1)CN1C(N(C(=C1C)C)C1=NC(=CC=C1)N1C[C@H](OCC1)C)=O